2-(dimethylamino)propane-2-yl methacrylate C(C(=C)C)(=O)OC(C)(C)N(C)C